C(#N)C1=CC=C(C=C1)N(CC1=CC(=C(C=C1)OC)F)CC1(COC1)C1OCC2(CO1)CCN(CC2)C(=O)OC(C)(C)C tert-butyl 3-(3-(((4-cyanophenyl)(3-fluoro-4-methoxybenzyl)amino)methyl)oxetan-3-yl)-2,4-dioxa-9-azaspiro[5.5]undecane-9-carboxylate